C(#N)C=1C(=NC(=NC1)NC1=C(C=CC=C1)S(=O)(=O)N)C=1C=NN(C1)CCO ((5-cyano-4-(1-(2-hydroxyethyl)-1H-pyrazol-4-yl)pyrimidin-2-yl)amino)benzenesulfonamide